3-[4-(1,3-benzothiazol-2-ylmethyl)-piperazin-1-yl]-N-(cyclopropylmeth-yl)-4-(2H-tetrazol-5-yl)aniline S1C(=NC2=C1C=CC=C2)CN2CCN(CC2)C=2C=C(NCC1CC1)C=CC2C=2N=NNN2